2-cyano-N,N-diethyl-3-[3-[2-([[(1R)-2-phenyl-1-[(1S,2S,6R,8S)-2,9,9-trimethyl-3,5-dioxa-4-boratricyclo[6.1.1.0^[2,6]]decan-4-yl]ethyl]carbamoyl]amino)ethyl]phenyl]prop-2-enamide C(#N)C(C(=O)N(CC)CC)=CC1=CC(=CC=C1)CCNC(N[C@@H](CC1=CC=CC=C1)B1O[C@]2([C@@H]3C([C@H](C[C@H]2O1)C3)(C)C)C)=O